N(C=1C=C(C=C(C1)O)O)C=1C=C(C=C(C1)O)O 5,5'-iminobis[1,3-benzenediol]